5-(4-chloro-2,5-dimethylphenoxy)-2,2-dimethylpentanoic acid ClC1=CC(=C(OCCCC(C(=O)O)(C)C)C=C1C)C